CS(=O)(=O)C1=CC(=C(C=C1)NCC#CC=1N(C=2C=CC=C(C2C1)N[C@H]1[C@H](CN(CC1)C)OC)CC(F)(F)F)OC 2-{3-[(4-methanesulfonyl-2-methoxyphenyl)amino]prop-1-yn-1-yl}-N-[(3S,4R)-3-methoxy-1-methylpiperidin-4-yl]-1-(2,2,2-trifluoroethyl)-1H-indol-4-amine